C(#N)C=1C=C(C=NC1)CN(C(=O)C1CCN(CC1)C1=NC=C(C(=N1)C1=C(C=NN1C)C)F)O N-((5-cyanopyridin-3-yl)methyl)-1-(4-(1,4-dimethyl-1H-pyrazol-5-yl)-5-fluoropyrimidin-2-yl)-N-hydroxypiperidine-4-carboxamide